N1C=CC2=CC(=CC=C12)OC1=CC=CC(=N1)S(=O)(=O)NC(=O)C=1C(=NC=CC1)N1C(CC(C1)C)(C)C N-[[6-(1H-Indol-5-yloxy)-2-pyridyl]sulfonyl]-2-(2,2,4-trimethylpyrrolidin-1-yl)pyridin-3-carboxamid